ClC=1C=C(C(=O)NC(C)C2=NC=CN=C2C(=O)NNC(CCl)=O)C=C(C1)C(F)(F)F 3-Chloro-N-(1-(3-(2-(2-chloroacetyl)hydrazine-1-carbonyl)pyrazin-2-yl)ethyl)-5-(trifluoromethyl)benzamide